C(#N)C1(CC1)NS(=O)(=O)C1=CC=C2C3=C(N(C2=C1)C=1SC(=NN1)C(F)F)N=CN=C3C#CC(C)(C)O N-(1-cyanocyclopropyl)-9-(5-(difluoromethyl)-1,3,4-thiadiazol-2-yl)-4-(3-hydroxy-3-methylbut-1-yn-1-yl)-9H-pyrimido[4,5-b]indole-7-sulfonamide